4-(diphenylamino)-4-oxobut-2-yn-1-yl 2-oxopropanoate O=C(C(=O)OCC#CC(=O)N(C1=CC=CC=C1)C1=CC=CC=C1)C